C(C=C)(=O)NC1=CC=C(C(=O)NC=2C3=C(N(N2)C)C(N(C3)C(=O)O[C@H](CN(C)C)C3=CC=CC=C3)(C)C)C=C1 (S)-2-(dimethylamino)-1-phenylethyl 3-(4-acrylamidobenzamido)-1,6,6-trimethyl-4,6-dihydropyrrolo[3,4-c]pyrazole-5(1H)-carboxylate